NCC=1N(N=C2C=C3C(=C(C12)NC(C1=CC(=CC(=C1)F)C(F)(F)F)=O)C(NC3=O)C3=C(C=CC(=C3)Cl)F)C N-[3-(aminomethyl)-5-(5-chloro-2-fluorophenyl)-2-methyl-7-oxo-6,7-dihydro-5H-pyrrolo[4,3-f]indazol-4-yl]-5-fluoro-3-(trifluoromethyl)benzamide